COCCOCCBr 2-(2-methoxyethoxy)ethylbromide